2-(tert-butylphenylphosphino)-2',6'-dimethylamino-1,1'-biphenyl C(C)(C)(C)P(C1=C(C=CC=C1)C1=C(C=CC=C1NC)NC)C1=CC=CC=C1